C(#N)\N=C(\NC[C@H](CC1=CC=CC=C1)N(C)C)/NC(CC1=CC2=CC=C(C=C2C=C1)OC)C (Z)-2-cyano-1-((S)-2-(dimethylamino)-3-phenylpropyl)-3-(1-(6-methoxynaphthalen-2-yl)propan-2-yl)guanidine